FC=1C(=C(C=CC1)NC=1C(=NN2C1C(NCC2C(F)(F)F)=O)C2=C1C(=NC=C2)C=NS1)OC 3-[(3-fluoro-2-methoxyphenyl)amino]-2-{[1,2]thiazolo[4,5-b]pyridin-7-yl}-7-(trifluoromethyl)-5H,6H,7H-pyrazolo[1,5-a]pyrazin-4-one